Br[C@@H]1O[C@@H]([C@H]([C@@H]([C@H]1CC(=O)[O-])CC(=O)[O-])CC(=O)[O-])C(=O)OC (2S,3R,4S,5S,6S)-2-bromo-6-(methoxy-carbonyl)tetrahydro-2H-pyran-3,4,5-triyltriacetate